ClC1=C(C=O)C=C(C(=C1)F)C1=NC=C(C=C1Cl)C(F)(F)F 2-chloro-5-[3-chloro-5-(trifluoromethyl)-2-pyridinyl]-4-fluoro-benzaldehyde